ClC(=C)C 2-chloroprop-1-ene